1-iodoundecan ICCCCCCCCCCC